C(\C=C/C(=O)O)(=O)O.C(C1=CC=CC=C1)(=O)O benzoic Acid Maleate